C(#N)C1=C(C=CC(=N1)C1=C(C=C(C=C1)S(=O)(=O)N[C@H]1[C@H](CCC1)O)C)F 4-(6-cyano-5-fluoropyridin-2-yl)-N-((1R,2S)-2-hydroxycyclopentyl)-3-methylbenzenesulfonamide